BrC=1C(=C(C(=CC1)F)C(\C(\C(=O)OCC)=N/NC1=CC=C(C=C1)OC(F)(F)F)=O)F ethyl (2E)-3-(3-bromo-2,6-difluoro-phenyl)-3-oxo-2-[[4-(trifluoromethoxy) phenyl]hydrazono]propanoate